OB1OCC2=C1C=C(C=C2)C(=O)NCCCCC(=O)O 5-(1-hydroxy-1,3-dihydrobenzo[c][1,2]oxaborole-6-carboxamido)pentanoic acid